C(C)C1=C(C=C(C(=C1)O)F)C1=CC=C2C(=NNC2=C1)C1=NC2=C(N1)CN(C2)C([C@H]2NCCC2)=O (S)-6-(2-ethyl-5-fluoro-4-hydroxyphenyl)-3-(5-prolyl-1,4,5,6-tetrahydropyrrolo[3,4-d]imidazol-2-yl)-1H-indazol